Cl.CN(CCCCC(=O)O)C 4-(dimethylamino)butanecarboxylic acid HCl salt